N-[2-(6-chloro-2-pyridyl)-2-(1-methylpyrazol-4-yl)propyl]-5-(2,4-difluorophenyl)-1,3,4-oxadiazole-2-carboxamide ClC1=CC=CC(=N1)C(CNC(=O)C=1OC(=NN1)C1=C(C=C(C=C1)F)F)(C)C=1C=NN(C1)C